2-((S)-4-(7-((5-chloro-6-fluoro-1H-indazol-4-yl)methyl)-2-(((S)-1-methylpyrrolidin-2-yl)methoxy)-5H-pyrrolo[3,2-d]pyrimidin-4-yl)-1-(2-fluoropropenyl)piperazin-2-yl)acetonitrile ClC=1C(=C2C=NNC2=CC1F)CC1=CNC2=C1N=C(N=C2N2C[C@@H](N(CC2)C=C(C)F)CC#N)OC[C@H]2N(CCC2)C